[1-(2-ethylsulfanyl-6-methyl-4-oxo-chromen-8-yl)ethylamino]-5-fluoro-benzoic acid C(C)SC=1OC2=C(C=C(C=C2C(C1)=O)C)C(C)NC1=C(C(=O)O)C=C(C=C1)F